C(C)C=1C(=CC=C2C=C(C=C(C12)C1=C(C=2N=C(N=C(C2C=N1)N1CC2CCC(C1)N2C(=O)OC(C)(C)C)OCC2(CC2)C=O)F)OCOC)F tert-butyl 3-(7-(8-ethyl-7-fluoro-3-(methoxymethoxy)naphthalen-1-yl)-8-fluoro-2-((1-formylcyclopropyl)methoxy)pyrido[4,3-d]pyrimidin-4-yl)-3,8-diazabicyclo[3.2.1]octane-8-carboxylate